2-ethylhexyl-pelargonic acid C(C)C(CC(C(=O)O)CCCCCCC)CCCC